bisbenzimidazolyl disulfide N1=C(NC2=C1C=CC=C2)SSC=2NC1=C(N2)C=CC=C1